6-chloro-2-(1-methyl-1,2,3,4-tetrahydropyridin-4-yl)-N-(2-(morpholinesulfonyl)ethyl)pyridin ClC1=CC=CC(N1CCS(=O)(=O)N1CCOCC1)C1CCN(C=C1)C